C(C)N1CCN(CC1)C1CCN(CC1)C1=C(C=C(C(=C1)OC)NC1=NC=NC(=C1)N1OCC[C@@H]1C1=C(C(=CC=C1)C)F)NC(C=C)=O N-(2-(4-(4-ethylpiperazine-1-yl)piperidine-1-yl)-5-((6-((R)-3-(2-fluoro-3-methylphenyl)isoxazolidine-2-yl)pyrimidine-4-yl)amino)-4-methoxyphenyl)acrylamide